C(CCCCCCCCCCC)C=1C(=C(C=C(C1)C)N1N=C2C(=N1)C=CC=C2)O 2-(3'-lauryl-2'-hydroxy-5'-methylphenyl)benzotriazole